C[Si](C)(C)C#CC1=C(C(=C(C(=C1C#C[Si](C)(C)C)C#C[Si](C)(C)C)C#C[Si](C)(C)C)C#C[Si](C)(C)C)C#C[Si](C)(C)C hexa[trimethylsilylethynyl]benzene